butyl 3-([4-[2-(2,6-dioxopiperidin-3-yl)-1,3-dioxoisoindol-5-yl]piperazin-1-yl]methyl)azetidine-1-carboxylate O=C1NC(CCC1N1C(C2=CC=C(C=C2C1=O)N1CCN(CC1)CC1CN(C1)C(=O)OCCCC)=O)=O